P(=O)(O)(O)O.C(CCCCCCC)(=O)O caprylic acid phosphate